(S)-2-((R)-6-bromo-2,3-dihydro-1H-inden-1-yl)-2-((tert-butoxycarbonyl)amino)acetic acid BrC1=CC=C2CC[C@H](C2=C1)[C@@H](C(=O)O)NC(=O)OC(C)(C)C